2-hexenyl carbonate C(OCC=CCCC)([O-])=O